OCC[N-]CCO 2-hydroxy-N-(2-hydroxyethyl)ethylamide